(N-[4-Amino-5-[4-(trifluoromethoxy)benzoyl]thiazol-2-yl]-4-fluoroanilino)propanamid NC=1N=C(SC1C(C1=CC=C(C=C1)OC(F)(F)F)=O)N(C1=CC=C(C=C1)F)C(C(=O)N)C